OCCCOCCCO 3-(3-hydroxypropoxy)propan-1-ol